ClC1=C2C=CC(=CC2=CC=C1)O 5-chloronaphthalene-2-ol